2-(azepan-1-yl)-4-(benzo[d][1,3]dioxol-5-ylamino)pyrimido[4,5-d]pyridazin-5(6H)-one N1(CCCCCC1)C=1N=C(C2=C(C=NNC2=O)N1)NC1=CC2=C(OCO2)C=C1